(S)-3,5-dimethyl-3-((2-phenyl-1H-indol-3-yl)methyl)-2,3-dihydro-1H-inden-1-one C[C@@]1(CC(C2=CC=C(C=C12)C)=O)CC1=C(NC2=CC=CC=C12)C1=CC=CC=C1